(R)-7-benzyl-4-(4-(tert-butoxycarbonyl)-2-methylpiperazin-1-yl)-1-(2-isopropylphenyl)-2-oxo-1,2-dihydropyrido[3,4-d]Pyrimidine C(C1=CC=CC=C1)N1C=C2N(C(NC(=C2C=C1)N1[C@@H](CN(CC1)C(=O)OC(C)(C)C)C)=O)C1=C(C=CC=C1)C(C)C